2-{[3,5-bis(trifluoromethyl)phenyl](propan-2-yl)amino}pyrimidine-5-carboxylic Acid FC(C=1C=C(C=C(C1)C(F)(F)F)N(C1=NC=C(C=N1)C(=O)O)C(C)C)(F)F